ClC1=CC=2C=3C=CC(=CC3N(C(N(C2N=C1)CC1CC1)=O)C1=C(C=C(C=C1F)NCCNC)F)Cl 4,13-dichloro-8-(cyclopropylmethyl)-10-(2,6-difluoro-4-{[2-(methylamino)ethyl]amino}phenyl)-6,8,10-triazatricyclo[9.4.0.02,7]pentadeca-1(11),2(7),3,5,12,14-hexaen-9-one